O=C(CCCCCCC(=O)N)C 8-oxononanamide